3-isopropyl-5-(4,4,5,5-tetramethyl-1,3,2-dioxaborolan-2-yl)benzo[d]Oxazol-2(3H)-one C(C)(C)N1C(OC2=C1C=C(C=C2)B2OC(C(O2)(C)C)(C)C)=O